C(C1=CC=CC=C1)O[C@H](CO)[C@H](O[Si](C)(C)C(C)(C)C)C1=CC(=C(C=C1)OCOC)OCOC (2R,3R)-2-(benzyloxy)-3-(3,4-bis(methoxymethoxy)phenyl)-3-((tert-butyldimethylsilyl)oxy)propan-1-ol